COC1=CC=C(C=C1)C1COC2=C(C(CC=C2C1C1=CC=C(C=C1)OC)(O)OC)C 3-(4-methoxyphenyl)-4-(4-methoxyphenyl)-7-methoxy-8-methylchroman-7-ol